2-(3,3-difluoroallyl)-7-((2S,5r)-2,5-dimethyl-4-((S)-1-(3-methylquinoxalin-6-yl)ethyl)piperazin-1-yl)-4-methyl-2,4-dihydro-5H-pyrazolo[4,3-b]pyridin-5-one FC(=CCN1N=C2C(N(C(C=C2N2[C@H](CN([C@@H](C2)C)[C@@H](C)C=2C=C3N=C(C=NC3=CC2)C)C)=O)C)=C1)F